ClC1=CC(=CC(=N1)NC1CC(C1)(F)F)C1(CC(C1)C)C1=NN=CN1C 6-chloro-N-(3,3-difluorocyclobutyl)-4-((1S,3S)-3-methyl-1-(4-methyl-4H-1,2,4-triazol-3-yl)cyclobutyl)pyridine-2-amine